5-chloro-2-[(oxan-4-yloxy)methyl]-7,8-dihydro-6H-spiro[[1,3]oxazolo[5,4-f]quinazoline-9,1'-cyclohexane]-7-one ClC=1C=C2C(=C3C1NC(NC31CCCCC1)=O)OC(=N2)COC2CCOCC2